4-(Cyclopropylmethyl)-4-(3-hydroxypropyl)cyclohexan-1-one C1(CC1)CC1(CCC(CC1)=O)CCCO